2-ethyl-5-methyl-1,4-benzoquinone C(C)C=1C(C=C(C(C1)=O)C)=O